4-[[2-(2-Chlorophenyl)acetyl]amino]-N-(2,2-difluorocyclopropyl)pyridin ClC1=C(C=CC=C1)CC(=O)NC1=CCN(C=C1)C1C(C1)(F)F